C(C)(C)C=1C=C(C=CC1)C(C=O)CC (3-isopropyl-phenyl)-butanal